(S)-1-tert-butyl 2-methyl 4-(((trifluoromethyl) sulfonyl) oxy)-1H-pyrrole-1,2(2H,5H)-dicarboxylate FC(S(=O)(=O)OC1=C[C@H](N(C1)C(=O)OC(C)(C)C)C(=O)OC)(F)F